5-methyl-4-(4-(methylamino)phenyl)pyrimidin-2-amine CC=1C(=NC(=NC1)N)C1=CC=C(C=C1)NC